tert-butyl 4-(1-amino-8-fluoro-6-isoquinolyl)-piperazine-1-carboxylate NC1=NC=CC2=CC(=CC(=C12)F)N1CCN(CC1)C(=O)OC(C)(C)C